N-(4-(N-(3-((3,5-dimethoxyphenyl)amino)quinoxalin-2-yl)sulfamoyl)phenyl)-3-methoxy-4-methylbenzamide COC=1C=C(C=C(C1)OC)NC=1C(=NC2=CC=CC=C2N1)NS(=O)(=O)C1=CC=C(C=C1)NC(C1=CC(=C(C=C1)C)OC)=O